FC1CCN(CC1)C1=NC(=CC2=C1N=C(N=C2)NC=2N=NC(=CC2)N2CCN(CC2)C)[C@@H](C)O (1R)-1-[8-(4-fluoropiperidin-1-yl)-2-[[6-(4-methylpiperazin-1-yl)pyridazin-3-yl]amino]pyrido[3,4-d]pyrimidin-6-yl]ethanol